OC=1C=CC=C2NC=C(CCN(C)C(C)C)C12 4-Hydroxy-N-isopropyl-N-methyl-tryptamine